1-(4-(2-fluorophenyl)butyl)-3-(1-(4-(2-fluorophenyl)butyl)piperidin-4-yl)-1H-benzo[d]imidazole FC1=C(C=CC=C1)CCCCN1CN(C2=C1C=CC=C2)C2CCN(CC2)CCCCC2=C(C=CC=C2)F